1-Methyl-2-oxo-1,2,3,4-tetrahydroquinoline-4-carbonitrile CN1C(CC(C2=CC=CC=C12)C#N)=O